CC1(OB(OC1(C)C)C=C1CCN(CC1)C(C)=O)C 1-(4-((4,4,5,5-tetramethyl-1,3,2-dioxaborolan-2-yl)methylene)piperidin-1-yl)ethan-1-one